2-isopropyl-5-oxopyrazolo[1,5-a]pyridin C(C)(C)C=1NN2C(=CC(C=C2)=O)C1